methyl 2-(5-((2-((tert-butoxycarbonyl)amino)ethoxy)methyl)thiophen-2-yl)-4-chlorobenzoate C(C)(C)(C)OC(=O)NCCOCC1=CC=C(S1)C1=C(C(=O)OC)C=CC(=C1)Cl